N-(3-(methylsulfonamido)phenyl)-[1,1'-biphenyl]-4-carboxamide CS(=O)(=O)NC=1C=C(C=CC1)NC(=O)C1=CC=C(C=C1)C1=CC=CC=C1